Cl[SiH2]C=C(C)C chloro(dimethyl)vinyl-silane